methyl 5-(3-acetyl-1-(2-((1R,3S,5R)-3-((6-bromopyrazin-2-yl)carbamoyl)-5-methyl-2-azabicyclo[3.1.0]hexan-2-yl)-2-oxoethyl)-7-methyl-1H-indazol-5-yl)pyrimidine-2-carboxylate C(C)(=O)C1=NN(C2=C(C=C(C=C12)C=1C=NC(=NC1)C(=O)OC)C)CC(=O)N1[C@@H]2C[C@@]2(C[C@H]1C(NC1=NC(=CN=C1)Br)=O)C